4-[(1S)-1-[[4-[6-(Cyclohexylmethoxy)-2-pyridyl]tetrahydropyran-4-carbonyl]amino]ethyl]benzoic acid C1(CCCCC1)COC1=CC=CC(=N1)C1(CCOCC1)C(=O)N[C@@H](C)C1=CC=C(C(=O)O)C=C1